C(C)(C)(C)OC(=O)N1C[C@H]([C@H](CC1)N)NC(NC1=CC=CC2=C1CCO2)=O cis-4-amino-3-{[(2,3-dihydro-1-benzofuran-4-yl)carbamoyl]amino}piperidine-1-carboxylic acid tert-butyl ester